1,4-Dihydro-2,6-dimethyl-5-nitro-4-(3-pyridinyl)-3-pyridinecarboxylic acid, {4-[4-(2-pyrimidinyl)-1-piperazinyl]butyl} ester CC=1NC(=C(C(C1C(=O)OCCCCN1CCN(CC1)C1=NC=CC=N1)C=1C=NC=CC1)[N+](=O)[O-])C